5-(3-((7-ethyl-6-oxo-5,6-dihydro-1,5-naphthyridin-3-yl)methyl)-3,8-diazabicyclo[3.2.1]octan-8-yl)-N-methylpicolinamide C(C)C=1C(NC=2C=C(C=NC2C1)CN1CC2CCC(C1)N2C=2C=CC(=NC2)C(=O)NC)=O